ClC=1C=CC(=C(C(=O)O)C1)NC(C(=O)C1=CN(C2=CC=C(C=C12)C1=COC=C1)C)=O 5-chloro-2-({[5-(furan-3-yl)-1-methyl-1H-indol-3-yl](oxo)acetyl}amino)benzoic acid